{3-[(2-tert-butyl-4-chlorophenoxy)methyl]azetidin-1-yl}(oxo)acetic acid C(C)(C)(C)C1=C(OCC2CN(C2)C(C(=O)O)=O)C=CC(=C1)Cl